ClC1=NC=C(C(=C1)N1CCC(CC1)(C)CO)C#CC=1C=NN(C1)CC1CCOCC1 (1-(2-Chloro-5-(2-(1-(tetrahydropyran-4-ylmethyl)pyrazol-4-yl)ethynyl)-4-pyridinyl)-4-methyl-4-piperidinyl)methanol